C(C)(C)(C)OC(=O)N1CC(C(=CC1)C1=CC=C2C(=NN(C2=C1)C)C=1C(=NC(=CC1)OCC1=CC=CC=C1)OCC1=CC=CC=C1)(F)F tert-butyl-4-(3-(2,6-bis(benzyloxy)pyridin-3-yl)-1-methyl-1H-indazol-6-yl)-3,3-difluoro-3,6-dihydropyridine-1(2H)-carboxylate